C(C)OC(=O)C=1N=C2N(C3=CC=CC=C3C(=C2)O)C1 5-hydroxyimidazo[1,2-a]quinoline-2-carboxylic acid ethyl ester